ethyl (3S)-3-(4,4'-difluoro-2',5,6'-trimethyl-[1,1'-biphenyl]-3-yl)-3-(2-(3-fluoro-5-(2-(3-fluoroazetidine-1-yl)ethyl)-2-oxopyridin-1(2H)-yl)-4-methylpentanamido)propanoate FC1=C(C=C(C=C1C)C1=C(C=C(C=C1C)F)C)[C@H](CC(=O)OCC)NC(C(CC(C)C)N1C(C(=CC(=C1)CCN1CC(C1)F)F)=O)=O